(3Z)-16,16-dipentyloxy-3-hexadecen-1-ol C(CCCC)OC(CCCCCCCCCCC\C=C/CCO)OCCCCC